(2S)-6-acetamido-2-(methylamino)hexanoic acid C(C)(=O)NCCCC[C@@H](C(=O)O)NC